ethyl perfluoro-isobutyrate FC(C(=O)OCC)(C(F)(F)F)C(F)(F)F